(R)-4-(2-((3,3-diphenylallyl)(1-(4-methoxyphenyl)ethyl)amino)ethyl)piperazin-2-one C1(=CC=CC=C1)C(=CCN(CCN1CC(NCC1)=O)[C@H](C)C1=CC=C(C=C1)OC)C1=CC=CC=C1